[3-[[(4-chloro-2-methoxy-benzyl)-methyl-amino]methyl]azetidin-1-yl]-[6-(5-cyclopropyl-4H-1,2,4-triazol-3-yl)-2-azaspiro[3.3]heptan-2-yl]methanone ClC1=CC(=C(CN(C)CC2CN(C2)C(=O)N2CC3(C2)CC(C3)C3=NN=C(N3)C3CC3)C=C1)OC